ClC=1C=CC=C2C(C=C(OC12)C1=C(C=C(C(=C1)C)OC)O)=O 8-chloro-2-(2-hydroxy-4-methoxy-5-methyl-phenyl)chromen-4-one